3-[3,5-bis(1,1-dimethylethyl)-4-hydroxyphenyl]-1-oxopropylphenylpropionic acid CC(C)(C)C=1C=C(C=C(C1O)C(C)(C)C)CCC(=O)C(C(=O)O)(C)C1=CC=CC=C1